O1COC2=C1C=CC(=C2)C=O 1,3-Benzodioxole-5-carboxaldehyde